ClC1=C(C=CC(=C1)F)C(C(C(=O)OCC)=C)O ethyl 2-chloro-4-fluoro-β-hydroxy-α-methylenephenylpropionate